2-chloro-4-(4-chloro-2-fluorophenyl)-7,8-dihydropyrimido[5,4-d]pyrrolo[1,2-a]pyrimidin-10(6H)-one ClC=1N=C(C=2N=C3N(C(C2N1)=O)CCC3)C3=C(C=C(C=C3)Cl)F